FC(C=1C(=C(C=CC1)[C@@H](C)NC1=NC(=NC2=CC(=C(C=C12)P(C)C)NC(C(F)(F)F)COC)C)F)F (4-(((R)-1-(3-(difluoromethyl)-2-fluorophenyl)ethyl)amino)-2-methyl-7-((1,1,1-trifluoro-3-methoxypropan-2-yl)amino)quinazolin-6-yl)dimethylphosphine